((1S,3s)-3-((tert-butoxycarbonyl)amino)cyclopentyl)methyl methanesulfonate CS(=O)(=O)OC[C@@H]1C[C@H](CC1)NC(=O)OC(C)(C)C